3-(3-(difluoromethoxy)phenyl)-N-((2S,3S)-3-hydroxybutan-2-yl)-1-isopropyl-1H-pyrazolo[4,3-b]pyridine-6-carboxamide FC(OC=1C=C(C=CC1)C1=NN(C=2C1=NC=C(C2)C(=O)N[C@@H](C)[C@H](C)O)C(C)C)F